C1(CC1)C=1C=CC(=NC1)NC1=CC(=C2C(=N1)NN(C2=O)C)NC2=C(C=CC=C2)S(=O)(=O)C 6-((5-cyclopropylpyridin-2-yl)amino)-2-methyl-4-((2-(methylsulfonyl)phenyl)amino)-1,2-dihydro-3H-pyrazolo[3,4-b]pyridin-3-one